NC1=C(C=CC(=N1)N1C[C@H](N([C@H](C1)C)C(=O)OC(C)(C)C)C)[N+](=O)[O-] tert-butyl (2R,6S)-4-(6-amino-5-nitropyridin-2-yl)-2,6-dimethylpiperazine-1-carboxylate